C1(CCCC1)C1=CC=C(OCC2=CC=CN3C2=NS(CC3)(=O)=O)C=C1 9-[(4-cyclopentylphenoxy)methyl]-3,4-dihydropyrido[2,1-c][1,2,4]thiadiazine 2,2-dioxide